(3S,4S)-4-{[5-(2,4-difluoro-phenyl)-isoxazole-3-carbonyl]-amino}-1-((1R,2S)-2-methyl-cyclopentyl)-piperidine-3-carboxylic acid dimethylamide CN(C(=O)[C@H]1CN(CC[C@@H]1NC(=O)C1=NOC(=C1)C1=C(C=C(C=C1)F)F)[C@H]1[C@H](CCC1)C)C